(R)-5-chloro-1-(2-methylthiophene-3-yl)-1,2,3,4-tetrahydroisoquinoline hydrochloride Cl.ClC1=C2CCN[C@H](C2=CC=C1)C1=C(SC=C1)C